COOOP(O)(O)=O methoxy-oxyphosphoric acid